[Cl-].C[N+](CCC[SiH](OC)OC)(CCCCCCCCCCCCCC)CCCCCCCCCCCCCC methyl-bis-tetradecyl-[3-(dimethoxysilyl)propyl]ammonium chloride